r-2-(dipentylamino)ethyl methacrylate C(C(=C)C)(=O)OCCN(CCCCC)CCCCC